P(=O)(OC(CCCCC)CC)(OC(CCCCC)CC)OC(CCCCC)CC tri-(ethylhexyl) phosphate